N-[(trans)-(3S,4R)-4-[(5-bromo-1-[[2-(trimethylsilyl)ethoxy]methyl]pyrrolo[2,3-b]pyridin-6-yl)oxy]oxolan-3-yl]-4-methylbenzenesulfonamide BrC=1C=C2C(=NC1O[C@@H]1[C@H](COC1)NS(=O)(=O)C1=CC=C(C=C1)C)N(C=C2)COCC[Si](C)(C)C